methyl (2S,4r)-1-((S)-2-(4-cyclopropyl-1H-1,2,3-triazol-1-yl)-3-methylbutanoyl)-4-hydroxypyrrolidine-2-carboxylate C1(CC1)C=1N=NN(C1)[C@H](C(=O)N1[C@@H](C[C@H](C1)O)C(=O)OC)C(C)C